OC(CNC1=NC=2N(C=C1)N=C(C2I)C=2C=C(C#N)C=CC2)(C)C 3-[5-[(2-hydroxy-2-methyl-propyl)amino]-3-iodo-pyrazolo[1,5-a]pyrimidin-2-yl]benzonitrile